2,2'-bis(3-hydroxy-1,4-naphthoquinone) C1=CC=C2C(=C1)C(=C(C(=O)C2=O)C3=C(C4=CC=CC=C4C(=O)C3=O)O)O